N-methylpyrimidine-4-carboxamide CNC(=O)C1=NC=NC=C1